3-((6-amino-5-chloropyridin-3-yl)ethynyl)-N-(3-(2-cyanopropan-2-yl)-5-((1S,4S)-5-methyl-2,5-diazabicyclo[2.2.1]heptan-2-yl)phenyl)-4-methylbenzamide NC1=C(C=C(C=N1)C#CC=1C=C(C(=O)NC2=CC(=CC(=C2)N2[C@@H]3CN([C@H](C2)C3)C)C(C)(C)C#N)C=CC1C)Cl